NC1=C(C=C(C(=O)OC)C=C1)NC12COC(C1)C2 methyl 4-amino-3-(2-oxabicyclo[2.1.1]hexan-4-ylamino)benzoate